(3E)-13,13-dimethoxy-3-tridecen-1-ol COC(CCCCCCCC/C=C/CCO)OC